pyrido[3,2-b][1,4]oxazepine O1C2=C(N=CC=C1)N=CC=C2